3-(2'-methoxy-4'-dimethylaminophenyl)-3-(2'-hydroxy-4'-chloro-5'-methylphenyl)phthalide COC1=C(C=CC(=C1)N(C)C)C1(OC(=O)C2=CC=CC=C12)C1=C(C=C(C(=C1)C)Cl)O